[Ti].[Co].[B].FC1=C(N)C=CC(=C1)OC1=CC(=NC=C1)C=1C=NN(C1)C 2-fluoro-4-((2-(1-methyl-1H-pyrazol-4-yl)pyridin-4-yl)oxy)aniline boron-cobalt-titanium